C1(CC1)C([C@@H](C(=O)NC1=CC=C(C=C1)C=1C(=NNC1C)C)NC(=O)C=1N(N=CC1)CCN(C)C)C1CC1 N-[(1S)-1-(dicyclopropylmethyl)-2-[4-(3,5-dimethyl-1H-pyrazol-4-yl)anilino]-2-oxo-ethyl]-2-(2-dimethylaminoethyl)pyrazole-3-carboxamide